1-(6-(3-fluorophenyl)quinolin-2-yl)piperidine-4-carboxylic acid FC=1C=C(C=CC1)C=1C=C2C=CC(=NC2=CC1)N1CCC(CC1)C(=O)O